C(#N)C=1C=C2C(=NC1)N(C=C2)[C@@H]2C[C@@H](CCC2)NC(OC(C)(C)C)=O tert-Butyl ((1R,3S)-3-(5-cyano-1H-pyrrolo[2,3-b]pyridin-1-yl)cyclohexyl)carbamate